(2R)-4-(tert-butoxy)-2-({[(9H-fluoren-9-yl)methoxy]carbonyl}amino)-4-oxobutanoic acid C(C)(C)(C)OC(C[C@H](C(=O)O)NC(=O)OCC1C2=CC=CC=C2C=2C=CC=CC12)=O